5-(3-chloroimidazo[1,2-a]pyrimidin-6-yl)-N-(oxetan-3-yl)pyrrolo[2,1-f][1,2,4]triazin-2-amine ClC1=CN=C2N1C=C(C=N2)C=2C=CN1N=C(N=CC12)NC1COC1